(R)-1-(8-fluoro-7-(7-fluoro-3-(methoxymethoxy)-8-((triisopropylsilyl)ethynyl)naphthalene-1-yl)-5-Methoxy-2-(methanesulfonyl)pyrido[4,3-d]pyrimidin-4-yl)piperidin-3-ol FC1=C(N=C(C2=C1N=C(N=C2N2C[C@@H](CCC2)O)S(=O)(=O)C)OC)C2=CC(=CC1=CC=C(C(=C21)C#C[Si](C(C)C)(C(C)C)C(C)C)F)OCOC